ClC1=C(C=C(C=C1)C(CCCN(C([C@H]([C@H]([C@@H]([C@H](CO)O)O)O)O)=O)CCOC)C)CNC1(CC1)C=1C=NC=CC1C1=C(C=CC=C1)OC1CC1 (2S,3S,4R,5S)-N-(4-{4-chloro-3-[({1-[4-(2-cyclopropoxyphenyl)pyridin-3-yl]cyclopropyl}amino)methyl]phenyl}pentyl)-2,3,4,5,6-pentahydroxy-N-(2-methoxyethyl)hexanamide